N-[1-cyano-2-[2-oxo-3-piperidyl]ethyl]-5,5-difluoro-2-[4-methyl-2-[(2,2,2-trifluoroacetyl)amino]pentanoyl]-2-azabicyclo[2.2.2]octane-3-carboxamide C(#N)C(CC1C(NCCC1)=O)NC(=O)C1N(C2CC(C1CC2)(F)F)C(C(CC(C)C)NC(C(F)(F)F)=O)=O